1-[(3S)-3-[4-[3-Chloro-4-(oxetan-3-ylmethoxy)anilino]pyrido[3,2-d]pyrimidin-6-yl]oxypyrrolidin-1-yl]prop-2-en-1-one ClC=1C=C(NC=2C3=C(N=CN2)C=CC(=N3)O[C@@H]3CN(CC3)C(C=C)=O)C=CC1OCC1COC1